ClC1=CC=C(C=N1)N1C(N(CC1)C)=O 1-(6-chloropyridin-3-yl)-3-methylimidazolidin-2-one